4H-thieno[2,3-c]pyridine-6-carboxylate S1CC=C2C1=CN(CC2)C(=O)[O-]